2-((5,7-dichloro-8-fluoro-2-(methylthio)pyrido[4,3-d]pyrimidin-4-yl)(methyl)amino)ethan-1-ol ClC1=NC(=C(C=2N=C(N=C(C21)N(CCO)C)SC)F)Cl